tert-butyl (2S,3R)-3-hydroxy-4-(N-isobutyl-4-nitrophenylsulfanylamino)-1-phenylbutane-2-carbamate O[C@@H]([C@H](CC1=CC=CC=C1)NC(=O)OC(C)(C)C)CN(CC(C)C)SC1=CC=C(C=C1)[N+](=O)[O-]